2-(5-chloro-3-(trifluoromethyl)-1H-pyrazol-1-yl)-N-(5-fluoro-6-(4-(3-methylmorpholin-3-yl)-1H-imidazol-1-yl)pyridin-3-yl)acetamide ClC1=CC(=NN1CC(=O)NC=1C=NC(=C(C1)F)N1C=NC(=C1)C1(NCCOC1)C)C(F)(F)F